ethyl 2-{7-[(6-bromohexyl)oxy]-2-oxo-2H-chromen-4-yl}acetate BrCCCCCCOC1=CC=C2C(=CC(OC2=C1)=O)CC(=O)OCC